(2,4-Difluoro-3-(4,4,5,5-tetramethyl-1,3,2-dioxaborolan-2-yl)phenyl)methanol FC1=C(C=CC(=C1B1OC(C(O1)(C)C)(C)C)F)CO